2-morpholinopropane-1-one O1CCN(CC1)C(C=O)C